C1(=CC=CC=C1)[C@@H]1CCC=2N1N=C(N2)C(=O)OCC ethyl (S)-5-phenyl-6,7-dihydro-5H-pyrrolo[1,2-b][1,2,4]triazole-2-carboxylate